CC1(N(C2=CC(=CC=C2CC1)C1=NC=CC=C1)C(=O)NCCC1=CC=CC=C1)C 2,2-dimethyl-N-phenethyl-7-(pyridin-2-yl)-3,4-dihydroquinoline-1(2H)-carboxamide